tert-butyl (4-(N'-hydroxycarbamimidoyl)2-fluorobenzyl)carbamate ON=C(N)C1=CC(=C(CNC(OC(C)(C)C)=O)C=C1)F